N-cyclopentyl-5-(1-cyclopropyl-2-methyl-1H-imidazo[4,5-b]pyridin-6-yl)pyrrolo[2,1-f][1,2,4]triazin-4-amine C1(CCCC1)NC1=NC=NN2C1=C(C=C2)C=2C=C1C(=NC2)N=C(N1C1CC1)C